C(C)C1=C(C(=O)OC(C)(C)C)C(=CC=C1C(F)(F)F)OC1=C(C=C(C=C1)OC(F)(F)F)OC tert-Butyl 2-ethyl-6-[2-methoxy-4-(trifluoromethoxy)phenoxy]-3-(trifluoromethyl)benzoate